3-((3,5-difluoro-4-(3-(trifluoromethyl)phenoxy)benzyl)oxy)-7,8,8a,9-tetrahydropyrrolo[1',2':3,4]imidazo[1,2-c]pyrimidin-1(6H)-one FC=1C=C(COC=2C=C3N(C(N2)=O)CC2N3CCC2)C=C(C1OC1=CC(=CC=C1)C(F)(F)F)F